5-(4-bromophenyl)-2-ethyl-1-phenyl-1H-benzo[d]imidazole BrC1=CC=C(C=C1)C1=CC2=C(N(C(=N2)CC)C2=CC=CC=C2)C=C1